COC=1C=C(C=CC1)C=O 1-(3-methoxyphenyl)methanone